COC1=C2C(=NC=C1)NC=C2C2=CC=1N(C=C2)N=CC1C(=O)NC=1C=NC=CC1 5-(4-methoxy-1H-pyrrolo[2,3-b]pyridin-3-yl)-N-(pyridin-3-yl)pyrazolo[1,5-a]pyridine-3-carboxamide